5-hydroxy-1-methyl-N-(4-methyl-1,1-dioxidotetrahydro-2H-thiopyran-4-yl)-1H-benzo[d]imidazole-2-carboxamide OC1=CC2=C(N(C(=N2)C(=O)NC2(CCS(CC2)(=O)=O)C)C)C=C1